C1(=CC=CC=C1)P(C1=C(C=CC=C1)C1=C(C=CC=C1)CC(C(=O)OCC)CC1=CC=CC=C1)C1=CC=CC=C1 ethyl {(E)-2-((2'-(diphenylphosphino)-[1,1'-biphenyl]-2-yl) methyl)-3-phenylpropionate}